4-((2S,4r,6S)-2-cyano-7-((5-cyclopropyl-7-methyl-1H-indol-4-yl)methyl)-7-azaspiro[3.5]nonan-6-yl)-N-((3-hydroxyoxetan-3-yl)methyl)benzamide C(#N)C1CC2(C1)C[C@H](N(CC2)CC2=C1C=CNC1=C(C=C2C2CC2)C)C2=CC=C(C(=O)NCC1(COC1)O)C=C2